4-chloro-6-(3,6-dihydro-2H-thiopyran-4-yl)-2-(2-trimethylsilylethynyl)pyridin-3-amine ClC1=C(C(=NC(=C1)C=1CCSCC1)C#C[Si](C)(C)C)N